C[NH+](CCCCCCCCCCCC)C Dimethyl-lauryl-ammonium